3,4,5-trimethylbenzenesulfonyl chloride CC=1C=C(C=C(C1C)C)S(=O)(=O)Cl